4-(2,4-difluorophenyl)-6,7-dimethyl-2-((2R)-2-((3R)-tetrahydro-3-furanyl)-4-morpholinyl)pteridine FC1=C(C=CC(=C1)F)C1=NC(=NC2=NC(=C(N=C12)C)C)N1C[C@H](OCC1)[C@H]1COCC1